NC1=NC(=NS1)C1=C2C=CC(=NC2=C(C=C1)C)C(=O)NS(=O)(=O)C1=NC(=CC=C1OC)C(C)(C)C 5-(5-amino-1,2,4-thiadiazol-3-yl)-N-((6-(tert-butyl)-3-methoxypyridin-2-yl)sulfonyl)-8-methylquinoline-2-carboxamide